[O-]CCC.[O-]CCC.[Al+2] aluminum dipropoxide